2-(4-(4-(aminomethyl)-1-oxo-1,2-dihydrophthalazin-6-yl)-1-methyl-1H-pyrazol-5-yl)-4-chloro-3-fluoro-6-(oxetan-3-oxy)benzonitrile NCC1=NNC(C2=CC=C(C=C12)C=1C=NN(C1C1=C(C#N)C(=CC(=C1F)Cl)OC1COC1)C)=O